2-chloro-4-(7-methoxy-1H-indol-3-yl)-7-tosyl-7H-pyrrolo[2,3-d]pyrimidine ClC=1N=C(C2=C(N1)N(C=C2)S(=O)(=O)C2=CC=C(C)C=C2)C2=CNC1=C(C=CC=C21)OC